FC(S(=O)(=O)OC1=NC=2CCN=CC2C=C1)(F)F 2-(((trifluoromethyl)sulfonyl)oxy)-7,8-dihydro-1,6-naphthyridine